C(C=C)(=O)N1[C@@H](C[C@H](CC1)N1N=CC=2C(=NC=3C(=C(C(=CC3C21)Cl)C2=C1C=NNC1=CC(=C2C)Cl)F)N2CC(C2)(C)N(C)C)CC#N 2-((2S,4S)-1-acryloyl-4-(8-chloro-7-(6-chloro-5-methyl-1H-indazol-4-yl)-4-(3-(dimethylamino)-3-methylazetidin-1-yl)-6-fluoro-1H-pyrazolo[4,3-c]quinolin-1-yl)piperidin-2-yl)acetonitrile